triflyl-(3-(2-methylphenyl))propylamine S(=O)(=O)(C(F)(F)F)NCCCC1=C(C=CC=C1)C